FC(C=1C=NC=CC1C1=CC=C(C=C1)N)(F)F (4-(3-(trifluoromethyl)pyridin-4-yl)phenyl)ammonia